Benzotriazol-1-yl-(Benzotriazol-2-yl)methaneimine N1(N=NC2=C1C=CC=C2)C(=N)N2N=C1C(=N2)C=CC=C1